8'-Bromo-3-(3-chlorophenyl)-7'-fluorospiro[cyclobutane-1,1'-pyrrolo[2,3-c]quinolin]-2'(3'H)-one BrC1=CC=2C3=C(C=NC2C=C1F)NC(C31CC(C1)C1=CC(=CC=C1)Cl)=O